cyclohexaneFormaldehyde C1(CCCCC1)C=O